COC=1C=C(CCN2C=CC=3C=NC=4C=CC=CC4C32)C=CC1 1-(3-methoxyphenethyl)-1H-pyrrolo[3,2-c]quinoline